4-allyl-6-isobutylpyrocatechol dibenzoate C(C1=CC=CC=C1)(=O)OC=1C(OC(C2=CC=CC=C2)=O)=CC(=CC1CC(C)C)CC=C